C(C)(C)(C)OC(=O)N1CCN(CC1)C=1N=NC=CC1 4-(azapyridin-3-yl)piperazine-1-carboxylic acid tert-butyl ester